(S)-3-hydroxy-3-methyl-1-(4-prolylpiperazin-1-yl)butan-1-one hydrochloride Tert-butyl-(S)-2-(4-(3-hydroxy-3-methylbutanoyl)piperazin-1-carbonyl)pyrrolidin-1-carboxylate C(C)(C)(C)OC(=O)N1[C@@H](CCC1)C(=O)N1CCN(CC1)C(CC(C)(C)O)=O.Cl.OC(CC(=O)N1CCN(CC1)C([C@H]1NCCC1)=O)(C)C